C(C1=CC=CC=C1)OC1=C(C=CC=C1F)C1=CC(=CC=C1F)C[C@]1(C[C@H](CC1)NS(=O)(=O)CC)C(=O)OC methyl (1R,3S)-1-((2'-(benzyloxy)-3',6-difluoro-[1,1'-biphenyl]-3-yl)methyl)-3-(ethylsulfonamido)cyclopentane-1-carboxylate